C(C1=CC=CC=C1)NN(NCC1=CC=CC=C1)CCC N,N-dibenzylaminopropylamine